1-chlorothiophene ClS1C=CC=C1